COC(C(C)SC1=NC2=CC=CC=C2C(=N1)NC1=CC=C(C2=CC=CC=C12)C1CC1)=O 2-((4-((4-Cyclopropylnaphthalen-1-yl)Amino)quinazolin-2-yl)thio)propanoic acid methyl ester